3-(2,6-dimethyl-phenyl)-2-hydroxymethyl-7-isopropyl-pyrazolo[1,5-a]pyrimidine-5-carboxylic acid ethyl ester C(C)OC(=O)C1=NC=2N(C(=C1)C(C)C)N=C(C2C2=C(C=CC=C2C)C)CO